6-[(4-Fluorophenyl)amino]-4-{[3-methoxy-4-(1-methyl-1H-1,2,4-triazol-3-yl)pyridin-2-yl]amino}-N-(2H3)methylpyridazin-3-carboxamid FC1=CC=C(C=C1)NC1=CC(=C(N=N1)C(=O)NC([2H])([2H])[2H])NC1=NC=CC(=C1OC)C1=NN(C=N1)C